(S)-1-(3-(4-amino-3-((2-cyclopropyl-6-fluorobenzo[d]oxazol-5-yl)ethynyl)-1H-pyrazolo[3,4-d]pyrimidin-1-yl)pyrrolidin-1-yl)prop-2-en-1-one NC1=C2C(=NC=N1)N(N=C2C#CC=2C(=CC1=C(N=C(O1)C1CC1)C2)F)[C@@H]2CN(CC2)C(C=C)=O